octabutoxyporphyrin C(CCC)OC1=C(C=2C=C3C(=C(C(=CC=4C(=C(C(=CC5=C(C(=C(N5)C=C1N2)OCCCC)OCCCC)N4)OCCCC)OCCCC)N3)OCCCC)OCCCC)OCCCC